ClC=1C=NC(=C(C(=O)NC=2C(=NC(=CC2)OC)C)C1)NC1=C(C=C(C=C1)F)C 5-chloro-2-((4-fluoro-2-methylphenyl)-amino)-N-(6-methoxy-2-methylpyridin-3-yl)nicotinamide